((2,3-Dihydrobenzo[b][1,4]dioxin-6-yl)methyl)-4-(4-methylpiperazin-1-yl)-1H-benzo[d]imidazole-1-carboxamide O1C2=C(OCC1)C=C(C=C2)CC2=NC1=C(N2C(=O)N)C=CC=C1N1CCN(CC1)C